C(C)(C)OC=1C=CSC1 4-isopropoxythiophene